2-(2-iodophenyl)-6,8-diphenylimidazo[1,2-a]pyridine IC1=C(C=CC=C1)C=1N=C2N(C=C(C=C2C2=CC=CC=C2)C2=CC=CC=C2)C1